6-[4-Cyclopropyl-3-(trifluoromethyl)phenyl]-N4-{[1-(methoxymethyl)cyclopentyl]methyl}-N4-methylpyridine-2,3,4-triamine C1(CC1)C1=C(C=C(C=C1)C1=CC(=C(C(=N1)N)N)N(C)CC1(CCCC1)COC)C(F)(F)F